rac-6-isopropoxy-2-((1R,4R)-1-methyl-2-oxabicyclo[2.2.1]heptan-4-yl)-2H-indazole-5-carboxylic acid C(C)(C)OC=1C(=CC2=CN(N=C2C1)[C@]12CO[C@](CC1)(C2)C)C(=O)O |r|